{2-[9-(5-fluoro-pyridin-2-yl)-6-oxa-spiro[4.5]decan-9-yl]-ethyl}-(2-(trifluoromethoxy)-benzyl)-amine FC=1C=CC(=NC1)C1(CCOC2(CCCC2)C1)CCNCC1=C(C=CC=C1)OC(F)(F)F